3-(6-morpholino-1H-benzo[d]imidazol-2-yl)-N-(pyrrolidin-3-yl)-1H-indazole-5-carboxamide O1CCN(CC1)C=1C=CC2=C(NC(=N2)C2=NNC3=CC=C(C=C23)C(=O)NC2CNCC2)C1